(RS)-2-[(1-benzyl-4-piperidyl)methyl]-5,6-dimethoxy-2,3-dihydroinden-1-one C(C1=CC=CC=C1)N1CCC(CC1)C[C@H]1C(C2=CC(=C(C=C2C1)OC)OC)=O |r|